bicyclo(3.2.2)nonane dibromide [Br-].[Br-].C12CCCC(CC1)CC2